mercury potassium nitrate [N+](=O)([O-])[O-].[K+].[Hg+].[N+](=O)([O-])[O-]